N1C(=NC2=C1C=CC=C2)[C@@H]2[C@H](C2)C(=O)N[C@@H](C(NC2=CC(=CC=C2)C(F)(F)F)=O)CC(C)C (1S,2S)-2-(1H-Benzo[d]imidazol-2-yl)-N-((R)-4-methyl-1-oxo-1-((3-(trifluoromethyl)phenyl)amino)pentan-2-yl)cyclopropane-1-carboxamide